3-(1-oxo-5-(4-((((tetrahydrofuran-2-yl)methyl)amino)methyl)pyridin-2-yl)isoindolin-2-yl)piperidine-2,6-dione O=C1N(CC2=CC(=CC=C12)C1=NC=CC(=C1)CNCC1OCCC1)C1C(NC(CC1)=O)=O